2-[4-(4-tert-butylphenyl)-4-hydroxy-butyl]isoindoline-1,3-dione C(C)(C)(C)C1=CC=C(C=C1)C(CCCN1C(C2=CC=CC=C2C1=O)=O)O